C(C)C=1N=C2SC=CN2C1C(=O)C1=CC=C(C=C1)OC (6-ethylimidazo[2,1-b]thiazole-5-yl)-(4-methoxyphenyl)methanone